[Na+].OC=1C(=CC=2C(C3=CC=CC=C3C(C2C1O)=O)=O)S(=O)(=O)[O-] 9,10-dihydro-3,4-dihydroxy-9,10-dioxo-2-anthracenesulfonic acid monosodium salt